5-(3-methanesulfonylphenyl)-N-[(4s)-6-({5-carbamoyl-1-methyl-1H-pyrazolo[3,4-b]pyridin-6-yl}oxy)spiro[3.3]heptan-2-yl]-1,3,4-thiadiazole-2-carboxamide CS(=O)(=O)C=1C=C(C=CC1)C1=NN=C(S1)C(=O)NC1CC2(C1)CC(C2)OC2=C(C=C1C(=N2)N(N=C1)C)C(N)=O